N-(4-fluorophenyl)-6-methyl-2,3-dihydro-1H-pyrrolizine-7-carboxamide FC1=CC=C(C=C1)NC(=O)C=1C(=CN2CCCC12)C